C(=C)S(=O)(=O)OCCCC 1-butyl ethenesulfonate